C(C1=CC=CC=C1)OC=1C=C2CC[C@@H]([C@@H](C2=CC1)C1=C(C=C(C=C1)N1CCC2(C[C@H](CO2)C(OC)OC)CC1)OC)C1=CC=CC=C1 (3R)-8-[4-[(1S,2S)-6-benzyloxy-2-phenyl-tetralin-1-yl]-3-methoxy-phenyl]-3-(dimethoxymethyl)-1-oxa-8-azaspiro[4.5]decane